ClC=1C=C(C=CC1F)NC(N(C)C(C)C1=CN(C(C2=CC(=C(C=C12)F)F)=O)C)=O 3-(3-Chloro-4-fluorophenyl)-1-(1-(6,7-difluoro-2-methyl-1-oxo-1,2-dihydroisoquinolin-4-yl)ethyl)-1-methylurea